3-benzyloxybromopropane C(C1=CC=CC=C1)OCCCBr